methyl 4-chlorothiazole-2-carboxylate ClC=1N=C(SC1)C(=O)OC